6-((2S,5R)-4-(Bis(4-fluorophenyl)methyl)-5-ethyl-2-methylpiperazin-1-yl)-3,8-dimethyl-9-(((S)-tetrahydrofuran-2-yl)methyl)-3,9-dihydro-2H-purin-2-one FC1=CC=C(C=C1)C(N1C[C@@H](N(C[C@H]1CC)C=1C=2N=C(N(C2N(C(N1)=O)C)C[C@H]1OCCC1)C)C)C1=CC=C(C=C1)F